Tert-butyl (S)-(4-(3-chloro-2-(phenylcarbamoyl)phenyl)-3-oxobutan-2-yl)carbamate ClC=1C(=C(C=CC1)CC([C@H](C)NC(OC(C)(C)C)=O)=O)C(NC1=CC=CC=C1)=O